5-(1H-pyrazol-4-yl)pyrazin N1N=CC(=C1)C=1N=CC=NC1